methanesulfonic acid anhydride CS(=O)(=O)OS(=O)(=O)C